BrC1=CC=C2C(=CC(=NC2=C1)O)O 7-bromoquinoline-2,4-diol